4-bromo-6-{[(3S)-3-methylpiperidin-1-yl]methyl}-2,3-dihydroisoindol-1-one BrC1=C2CNC(C2=CC(=C1)CN1C[C@H](CCC1)C)=O